ClC=1C(=C(C(=C(C1)CCN)C)OC)OC 2-(5-chloro-3,4-dimethoxy-2-methylphenyl)ethane-1-amine